[Pd].C(C)(C)(C)P(C(C)(C)C)C(C)(C)C.C(C)(C)(C)P(C(C)(C)C)C(C)(C)C bis[tris(tert-butyl)phosphine] palladium